C(C)(C)(C)OC(=O)N1CCN(CC1)C=1C=C2C(=CN(C(C2=CC1)=O)C(C)C)I 4-(4-iodo-2-isopropyl-1-oxo-1,2-dihydroisoquinolin-6-yl)piperazine-1-carboxylic acid tert-butyl ester